C=C(CO)C(CCC=C(C)C)C 2-methylene-3,7-dimethyl-6-octen-1-ol